ClC1=CC(=C(COC2=CC=CC(=N2)C2CCN(CC2)C(C(=O)N)C2CC2)C=C1)F 4-(6-((4-Chloro-2-fluorobenzyl)oxy)pyridin-2-yl)piperidin-1-yl-2-cyclopropylacetamide